CN1C(=NC=C1)C1(NC(NC1=O)=O)C(C(=O)O)C (4-(1-methyl-1H-imidazol-2-yl)-2,5-dioxo-imidazolin-4-yl)-propionic acid